FC([C@H]1C[C@H](C1)CO)(F)F ((cis)-3-(trifluoro-methyl)cyclobutyl)methanol